(2-((1R,3S,4S)-4-methyl-3-(prop-1-en-2-yl)-4-vinylcyclohexyl) allyl) 7-(4-(3-carbonyl-3H-1,2,4-dithiazol-5-yl) phenyl) pimelate C(CCCCCC(=O)OC1=CC=C(C=C1)C1=NC(SS1)=C=O)(=O)OCC(=C)[C@H]1C[C@H]([C@@](CC1)(C=C)C)C(=C)C